5-methyl-3-(4,4,5,5-tetramethyl-1,3,2-dioxaborolan-2-yl)pyrazolo[1,5-a]pyridine CC1=CC=2N(C=C1)N=CC2B2OC(C(O2)(C)C)(C)C